C1(=CC(=CC=C1)C(=O)OOC(=O)C=1C=C(C=CC1)C)C M-toluoyl peroxide